4-((4-(2-((adamantan-1-yl)amino)ethyl)benzyl)amino)-2-(2,6-dioxopiperidin-3-yl)isoindoline-1,3-dione C12(CC3CC(CC(C1)C3)C2)NCCC2=CC=C(CNC3=C1C(N(C(C1=CC=C3)=O)C3C(NC(CC3)=O)=O)=O)C=C2